CC(CCCC=CC)C=1C=C(C=C(C1)O)O 5-Oct-6-en-2-ylbenzene-1,3-diol